4-chloro-6-(pentafluoroethyl)pyridine-3-carboxylic acid ClC1=C(C=NC(=C1)C(C(F)(F)F)(F)F)C(=O)O